C(=CC)[C@H]1C([C@@H]1C(=O)OCC1=C(C(=C(C(=C1F)F)C#C)F)C)(C)C 4-ethynyl-2-methyl-3,5,6-trifluorobenzyl (1R)-trans-3-(1-propenyl)-2,2-dimethylcyclopropanecarboxylate